ethyl 5-(1-phenylethyl)-1,3,4-oxadiazole-2-carboxylate C1(=CC=CC=C1)C(C)C1=NN=C(O1)C(=O)OCC